(S)-N-(1-(4-Cyanobenzyl)pyrrolidin-3-yl)-N-isopropyl-6-morpholinopyridine-3-sulfonamide methyl-2-chloro-4-methoxyquinoline-7-carboxylate COC(=O)C1=CC=C2C(=CC(=NC2=C1)Cl)OC.C(#N)C1=CC=C(CN2C[C@H](CC2)N(S(=O)(=O)C=2C=NC(=CC2)N2CCOCC2)C(C)C)C=C1